C(C)(C)(C)C1=CC(=C(C=N1)B(O)O)C1CCC(CC1)(F)F [6-tert-butyl-4-(4,4-difluorocyclohexyl)-3-pyridyl]boronic Acid